1-(1-Methyl-1H-benzo[d]imidazol-2-yl)ethan-1-one CN1C(=NC2=C1C=CC=C2)C(C)=O